4-cyclopropyloxy-2-fluoroaniline C1(CC1)OC1=CC(=C(N)C=C1)F